C(C)OC(C(C)N1C(=NN(C1=O)CC1=CC=C(C=C1)Cl)Br)=O Ethyl-2-[3-bromo-1-[(4-chlorophenyl)methyl]-5-oxo-4,5-dihydro-1H-1,2,4-triazol-4-yl]propanoate